[Si](C1=CC=CC=C1)(C1=CC=CC=C1)(C(C)(C)C)OC[C@H]1N(CC(=C1)OS(=O)(=O)C(F)(F)F)C(=O)OC(C)(C)C tert-butyl (S)-2-(((tert-butyldiphenylsilyl)oxy)methyl)-4-(((trifluoromethyl)sulfonyl) oxy)-2,5-dihydro-1H-pyrrole-1-carboxylate